CN(CC(=O)O)CC(=O)O.C(CC)OB1OO1 epoxypropylboronic acid methyliminodiacetate